7-fluoro-2-(2-pyrimidin-2-ylpyrimidin-5-yl)-3,4-dihydro-1H-isoquinoline FC1=CC=C2CCN(CC2=C1)C=1C=NC(=NC1)C1=NC=CC=N1